NC1=NC(=NC=C1OC1=C(C=C(C(=C1)Cl)OC)C(C)C)N[C@@H](CO)C 2-[4-Amino-5-(5-chloro-2-isopropyl-4-methoxy-phenoxy)-pyrimidin-2-ylamino]-(R)-propan-1-ol